(1S,7S,8S)-2-(7-Chloro-5,8-difluoro-2-(((2R,7aS)-2-fluorotetrahydro-1H-pyrrolizin-7a(5H)-yl)methoxy-d2)pyrido[4,3-d]pyrimidin-4-yl)-8-fluoro-5-oxa-2-azabicyclo[5.1.0]octane ClC1=C(C=2N=C(N=C(C2C(=N1)F)N1[C@@H]2[C@H]([C@@H]2COCC1)F)OC([2H])([2H])[C@]12CCCN2C[C@@H](C1)F)F